ClC1=CC=C(C=C1)C12CC3(CC(CC(C1)C3)C2)CNCC2=CC(=C(C=C2)F)C(F)(F)F [3-(4-Chloro-phenyl)-adamantan-1-ylmethyl]-(4-fluoro-3-trifluoromethylbenzyl)-amine